2,4-DIAMINO-6-PIPERIDINOPYRIMIDINE N-OXIDE NC1=[N+](C(=CC(=N1)N)N1CCCCC1)[O-]